N-(azetidin-3-yl)-4-isopropyl-5-(8-methyl-[1,2,4]triazolo[1,5-a]pyridin-6-yl)-1H-pyrazole-3-carboxamide N1CC(C1)NC(=O)C1=NNC(=C1C(C)C)C=1C=C(C=2N(C1)N=CN2)C